N-[1-[5-bromo-2-[5-(2,2-difluoroethoxy)pyrimidin-2-yl]-1,2,4-triazol-3-yl]ethyl]-3-(difluoromethoxy)-5-(trifluoromethyl)benzamide BrC=1N=C(N(N1)C1=NC=C(C=N1)OCC(F)F)C(C)NC(C1=CC(=CC(=C1)C(F)(F)F)OC(F)F)=O